N1C=C(C2=CC=CC=C12)C1=C(CNNC(=O)NC2=C(C=CC=C2)C)C=CC(=N1)C 1-(2-(1H-indol-3-yl)-6-methylnicotinyl)-4-o-methylphenyl-semicarbazide